[3-phenyl-1-(tetrahydro-2H-pyran-2-yl)-1H-1,2,4-triazol-5-yl]methanol C1(=CC=CC=C1)C1=NN(C(=N1)CO)C1OCCCC1